cyclopropanecarbohydrazide C1(CC1)C(=O)NN